FC1=CC=C(OC=2C=C3C=NN(C3=CC2C(=O)N2CCOCC2)CC(C)C)C=C1 [5-(4-fluorophenoxy)-1-isobutyl-1H-indazol-6-yl]morpholin-4-yl-methanone